CC=1OC2=C(C1)C=CC(=C2)O[C@@H]2COCC2 (S)-2-methyl-6-[(tetrahydrofuran-3-yl)oxy]benzofuran